FC(C(=O)[O-])(F)F.C(C1=CC=CC=C1)N1C(=C/C(/C2=CC=CC=C12)=C\C=1SC=2C=CC=C3CCC[N+]1C23)N(CCCN(C)C)CCCN(C)C (E)-2-((1-benzyl-2-(bis(3-(dimethylamino)propyl)amino)quinolin-4(1H)-ylidene)methyl)-5,6-dihydro-4H-thiazolo[5,4,3-ij]quinolin-3-ium trifluoroacetate